(+-)-2-(4-isobutylphenyl)propionic acid C(C(C)C)C1=CC=C(C=C1)[C@H](C(=O)O)C |r|